[C-]1(C=CC=C1)[C@@H](C)O.[CH-]1C=CC=C1.[Fe+2] (R)-1-ferrocenylethanol